C(C)(C)(C)[S@@](=O)N[C@@H]1C=2C(=NN(C2)C)CC12CCN(CC2)C(=O)OC(C)(C)C tert-butyl (4S)-4-[[(R)-tert-butylsulfinyl]amino]-2-methyl-spiro[4,6-dihydrocyclopenta[c]pyrazole-5,4'-piperidine]-1'-carboxylate